tert-butyl ((2-(2-((2R,6S)-2,6-dimethylmorpholino)pyrimidin-4-yl)-1,6-naphthyridin-7-yl)methyl)carbamate C[C@H]1O[C@H](CN(C1)C1=NC=CC(=N1)C1=NC2=CC(=NC=C2C=C1)CNC(OC(C)(C)C)=O)C